CNCCCC(=O)C1=CC2=NC(=CC(=C2O1)N1CCOCC1)N1N=C(C=C1)C=1C=C(C=CC1)C 4-(methylamino)-1-(7-morpholino-5-(3-(m-tolyl)-1H-pyrazol-1-yl)furo[3,2-b]pyridin-2-yl)butan-1-one